(3s,4s)-8-(6-(2,3-dichlorophenyl)-1,2,4-triazin-3-yl)-3-methyl-2-oxa-8-azaspiro[4.5]decan-4-amine ClC1=C(C=CC=C1Cl)C1=CN=C(N=N1)N1CCC2([C@@H]([C@@H](OC2)C)N)CC1